(4-([1,2,4]triazolo[4,3-b]pyridazin-6-yloxy)phenyl)-2-oxo-1-phenyl-1,2,4,5,6,7-hexahydropyrazolo[1,5-a]pyridine-3-carboxamide N=1N=CN2N=C(C=CC21)OC2=CC=C(C=C2)C2C=1N(CCC2)N(C(C1C(=O)N)=O)C1=CC=CC=C1